O1C=NC2=NC(=CC=C21)C(=O)OCC2=C(C(=CC=C2)Br)C (3-bromo-2-methylphenyl)Methyl oxazolo[4,5-b]pyridine-5-carboxylate